CC=1N=C2N(N=C(C=C2C)C=2C=C3C=CN(C(C3=C(C2)F)=O)C2CCNC3(CC3)C2)C1 6-(2,8-dimethylimidazo[1,2-b]pyridazin-6-yl)-8-fluoro-2-(4-azaspiro[2.5]octan-7-yl)isoquinolin-1(2H)-one